C1(CCCC1)N1CCN(CC1)C1=CC=C(C=C1)NC(=O)C=1C(NC=CC1NC1=C(C2=C(OCCN2)N=C1)C)=O N-(4-(4-cyclopentylpiperazin-1-yl)phenyl)-4-((8-methyl-2,3-dihydro-1H-pyrido[2,3-b][1,4]oxazin-7-yl)amino)-2-oxo-1,2-dihydropyridine-3-carboxamide